tert-butyl (2-(4-(1-amino-2-methyl-1-oxopropan-2-yl)-6-(4-fluorophenyl)pyridin-2-yl)-2-hydroxypropyl)carbamate NC(C(C)(C)C1=CC(=NC(=C1)C1=CC=C(C=C1)F)C(CNC(OC(C)(C)C)=O)(C)O)=O